3-(5-bromo-1-oxoisoindolin-2-yl)-1-((2-(trimethylsilyl)ethoxy)methyl)piperidine-2,6-dione BrC=1C=C2CN(C(C2=CC1)=O)C1C(N(C(CC1)=O)COCC[Si](C)(C)C)=O